N1=CC(=CC=C1)OC1CN(C1)C(=O)OC(C)(C)C tert-butyl 3-(3-pyridyloxy)azetidine-1-carboxylate